(R)-4-(7-bromo-2-chloro-thieno[3,2-d]pyrimidin-4-yl)-3-methylmorpholine BrC1=CSC2=C1N=C(N=C2N2[C@@H](COCC2)C)Cl